1-(2-hydroxyphenyl)-2-chloroethanone OC1=C(C=CC=C1)C(CCl)=O